1-(4-((1-(cyclopropanecarbonyl)azetidin-3-yl)oxy)phenyl)pyrrolidin C1(CC1)C(=O)N1CC(C1)OC1=CC=C(C=C1)N1CCCC1